(rac)-N-(2-(3-(Dimethylamino)pyrrolidin-1-yl)-5-(3'-methyl-2'-oxo-2',3'-dihydrospiro[cyclobutane-1,1'-pyrrolo[2,3-c]quinolin]-8'-yl)pyridin-3-yl)methanesulfonamide CN([C@H]1CN(CC1)C1=NC=C(C=C1NS(=O)(=O)C)C1=CC=2C3=C(C=NC2C=C1)N(C(C31CCC1)=O)C)C |r|